C1(CC1)C=1C=NN2C1N=C(C=C2)C2=NC(=NC=C2)S(=O)(=O)C 3-cyclopropyl-5-(2-methylsulfonylpyrimidin-4-yl)pyrazolo[1,5-a]pyrimidine